C(CCCCCC(C)C)OC(=O)C1CCC(CC1)C(=O)OCCCCCCC(C)C diisononyl-cyclohexane-1,4-dicarboxylate